1-(5-tert-butyl-2H-pyrazol-3-yl)-3-{4-[5-(3-methyl-oxetan-3-ylmethoxy)-benzimidazol-1-yl]-phenyl}-urea C(C)(C)(C)C=1C=C(NN1)NC(=O)NC1=CC=C(C=C1)N1C=NC2=C1C=CC(=C2)OCC2(COC2)C